5-ethyl-2-methoxy-N-(4-methoxy-6-(3-(piperazin-1-yl)phenyl)benzo[d]isoxazol-3-yl)benzenesulfonamide hydrochloride Cl.C(C)C=1C=CC(=C(C1)S(=O)(=O)NC1=NOC2=C1C(=CC(=C2)C2=CC(=CC=C2)N2CCNCC2)OC)OC